ClC=1C=C2C(=CC1Cl)NC([C@]21CN(CC1)C(=O)[C@H]1C[C@](CC1)(CO)O)=O |o1:17,19| (S)-5,6-dichloro-1'-((1R,3R)-rel-3-hydroxy-3-(hydroxymethyl)cyclopentane-1-carbonyl)spiro[indoline-3,3'-pyrrolidin]-2-one